2-(1-(3-(3-chloro-4-(2-chloro-3-(6-methoxy-5-((methylamino)methyl)pyridin-2-yl)phenyl)pyridin-2-yl)-5-methoxybenzyl)azetidin-3-yl)acetic acid ClC=1C(=NC=CC1C1=C(C(=CC=C1)C1=NC(=C(C=C1)CNC)OC)Cl)C=1C=C(CN2CC(C2)CC(=O)O)C=C(C1)OC